COC(C1=C(C(=CC=C1)Br)NC(CC#N)=O)=O 3-bromo-2-(2-cyanoacetamido)benzoic acid methyl ester